C1(=CC=CC=C1)C1=C2C=CC=CC2=C(C2=CC=CC=C12)C1=CC=C(C=C1)N1C2=CC=CC=C2C=2C=CC=CC12 9-(4-(10-phenylanthracen-9-yl)phenyl)-9H-carbazole